O(S(=O)(=O)C(F)(F)F)C(CF)CF 1,3-difluoropropan-2-yl triflate